ClC1=C(C=C(C(=O)N2CC=3C(=NN4C3C(N(C[C@H]4C)C(C)C=4N=CC(=NC4)C(=O)OC)=O)C[C@H]2C)C=C1)C(F)(F)F methyl 5-(1-((3R,7R)-2-(4-chloro-3-(trifluoromethyl)benzoyl)-3,7-dimethyl-10-oxo-1,3,4,7,8,10-hexahydropyrido[4',3':3,4]pyrazolo[1,5-a]pyrazin-9(2H)-yl)ethyl)pyrazine-2-carboxylate